NC=1C=C2C(=NC1C(=O)OC)N(C=C2C#N)C2=NC=CC=C2F Methyl 5-amino-3-cyano-1-(3-fluoropyridin-2-yl)-1H-pyrrolo[2,3-b]pyridine-6-carboxylate